7-Iodo-8-methoxy-3-(1-(2,2,2-trifluoroethyl)azetidin-3-yl)-[1,2,4]triazolo[4,3-a]pyridine IC1=C(C=2N(C=C1)C(=NN2)C2CN(C2)CC(F)(F)F)OC